NC1=C2C(=NC=N1)N(N=C2C2=CC=C(C=C2)OC2=CC=CC=C2)C2CCN(CC2)CC2CN(C2)CC2CN(C2)C=2C=C1C(N(C(C1=CC2)=O)C2C(NC(CC2)=O)=O)=O 5-(3-((3-((4-(4-amino-3-(4-phenoxyphenyl)-1H-pyrazolo(3,4-d)pyrimidin-1-yl)piperidin-1-yl)methyl)azetidin-1-yl)methyl)azetidin-1-yl)-2-(2,6-dioxopiperidin-3-yl)isoindoline-1,3-dione